ClC=1C=C2CCC(C2=CC1)C1=C(C(=O)N)C=CC=C1 (5-chloroindan-1-yl)benzamide